Cl.[C@H]12N(C[C@H](NC1)C2)C2=CC=C(C=C2)C2=CC(=C1CN(C(C1=C2)=O)C(C(=O)NC=2SC=CN2)C2=C1N(C=N2)CCC1)F 2-[6-[4-[(1R,4R)-2,5-diazabicyclo[2.2.1]heptan-2-yl]phenyl]-4-fluoro-1-oxo-isoindolin-2-yl]-2-(6,7-dihydro-5H-pyrrolo[1,2-c]imidazol-1-yl)-N-thiazol-2-yl-acetamide hydrochloride